2,2,6,6-tetramethyl-4-(3-(3-methyl-1H-pyrazolo[3,4-b]pyridin-5-yl)imidazo[1,2-b]pyridazin-6-yl)morpholine CC1(CN(CC(O1)(C)C)C=1C=CC=2N(N1)C(=CN2)C=2C=C1C(=NC2)NN=C1C)C